N-[4-amino-5-(3-imidazol-1-ylpropylamino)-5-oxo-pentyl]-2-hexyl-decanamide NC(CCCNC(C(CCCCCCCC)CCCCCC)=O)C(=O)NCCCN1C=NC=C1